C(C)OCC(C)(C)C1=C(C=C(C=C1F)NC(=O)[C@@H]1N(CCC2=CC(=CC=C12)OC)C(=O)C1=CC(=NO1)O)F (1R)-N-(4-(1-ethoxy-2-methylpropan-2-yl)-3,5-difluorophenyl)-2-((3-hydroxy-1,2-oxazol-5-yl)carbonyl)-6-methoxy-1,2,3,4-tetrahydro-isoquinoline-1-carboxamide